CC1(NN(C(C1N=NC1=CC=C(C=C1)N)=O)C1=CC=CC=C1)[N+]#N 3-methyl-4-((4-aminophenyl)diazenyl)-1-phenyl-1H-pyrazol-5(4H)-onediazonium